N-([1,1'-biphenyl]-2-yl)-7-nitrobenzo[c][1,2,5]oxadiazol-4-amine C1(=C(C=CC=C1)NC1=CC=C(C2=NON=C21)[N+](=O)[O-])C2=CC=CC=C2